3-methyl-1-((4-(4-oxochroman-2-yl)phenoxy)methyl)piperidin-4-one CC1CN(CCC1=O)COC1=CC=C(C=C1)C1OC2=CC=CC=C2C(C1)=O